C1(CC1)NC(C([C@H](C[C@H]1C(NCC1)=O)NC([C@H](CC(C)C)NC(O[C@@H](C(C)(C)C1=CC(=CC=C1)Cl)C1=CC=CC=C1)=O)=O)O)=O (R)-2-(3-chlorophenyl)-2-methyl-1-phenylpropyl ((2S)-1-(((2S)-4-(cyclopropylamino)-3-hydroxy-4-oxo-1-((S)-2-oxopyrrolidin-3-yl)butan-2-yl)amino)-4-methyl-1-oxopentan-2-yl)carbamate